7-[1-(2,6-Dioxo-3-piperidyl)-3-methyl-2-oxo-benzimidazol-5-yl]hept-6-ynoic acid O=C1NC(CCC1N1C(N(C2=C1C=CC(=C2)C#CCCCCC(=O)O)C)=O)=O